OC(CCC(=O)O)CCCCCCCCCCCCC 4-Hydroxy-heptadecanoic acid